N-(3-cyano-4-fluorophenyl)-2-(4,4-difluoroazepan-1-yl)-6-(trifluoromethyl)nicotinamide C(#N)C=1C=C(C=CC1F)NC(C1=C(N=C(C=C1)C(F)(F)F)N1CCC(CCC1)(F)F)=O